OC1=CC=C(C=C1)C[C@@H](C(=O)O)NC(CCC1=NC=2C(=NC=CC2)N1CC1=CC=C(C=C1)OC(F)(F)F)=O (S)-3-(4-Hydroxy-phenyl)-2-{3-[3-(4-trifluoromethoxy-benzyl)-3H-imidazo[4,5-b]pyridin-2-yl]-propionylamino}-propionic acid